[Ti].C(C(O)C)(=O)OO.C(C(O)C)(=O)OO dihydroxy bislactate titanium